BrC1=NC=2C=C(C=CC2C2=C1C=NN2C)CN(C(=O)C=2C=NC=C(C2)OC)C2=C(C=C(C=C2)F)S(=O)(=O)C N-({4-bromo-1-methyl-1H-pyrazolo[4,3-c]quinolin-7-yl}methyl)-N-(4-fluoro-2-methanesulfonylphenyl)-5-methoxypyridine-3-carboxamide